C(C(C)C)N[C@H](C)C1=CNC(C2=CN=CC=C12)=O |r| racemic-4-(1-(isobutylamino)ethyl)-2,7-naphthyridin-1(2H)-one